[3-(dimethylamino)propyl]ethyldiethoxysilane CN(CCC[Si](OCC)(OCC)CC)C